CC1(CCC(C2=CC3=C(N=C(O3)C3=CC=CC=C3)C=C12)(C)C)C 5,5,8,8-tetramethyl-2-phenyl-5,6,7,8-tetrahydronaphtho[2,3-d]oxazole